ethyl 4-[5-(ethylamino)-2-phenoxy phenyl]-6-methyl-7-oxo-6,7-dihydro-1H-pyrrolo[2,3-d]pyridazine-2-carboxylate C(C)NC=1C=CC(=C(C1)C=1C2=C(C(N(N1)C)=O)NC(=C2)C(=O)OCC)OC2=CC=CC=C2